8-[(1R)-1-[(6-Chloro-2-fluoro-3-pyridyl)oxy]ethyl]-2-(2-cyclopropylpyrimidin-5-yl)-3,6-dimethyl-chromen-4-one ClC1=CC=C(C(=N1)F)O[C@H](C)C=1C=C(C=C2C(C(=C(OC12)C=1C=NC(=NC1)C1CC1)C)=O)C